ClC1=C2C(=NC=C1C=1N=C(SC1C)N1C(NCCC1)=O)NC=C2C2CC2 1-(4-(4-chloro-3-cyclopropyl-1H-pyrrolo[2,3-b]pyridin-5-yl)-5-methylthiazol-2-yl)tetrahydropyrimidin-2(1H)-one